ClC1=C(C=C2C(=N1)C(N(C2)CC)=O)F 2-chloro-6-ethyl-3-fluoro-5,6-dihydro-7H-pyrrolo[3,4-b]pyridin-7-one